C(C=1C(O)=CC=CC1)(=O)O.[Cl] chlorine salicylic acid